C(#N)C=1C=NN2C1C(=CC(=C2)C=2C=NN(C2C)C2CCN(CC2)C2C(N(C2)C#N)(C)C)OC 3-[4-(4-[3-Cyano-4-methoxypyrazolo[1,5-a]pyridin-6-yl]-5-methylpyrazol-1-yl)piperidin-1-yl]-2,2-dimethylazetidine-1-carbonitrile